N(=[N+]=[N-])CCO[C@H](CI)OCCI (S)-1-(2-azidoethoxy)-2-iodo-1-(2-iodoethoxy)ethane